FC1=CC=C(C(=O)NC(C)C=2N=C3CCCN(C3=CC2)C(=O)OCCCN2C=NC=C2)C=C1 3-(1H-imidazol-1-yl)propyl 6-(1-(4-fluorobenzamido)ethyl)-3,4-dihydro-1,5-naphthyridine-1(2H)-carboxylate